(1r,4r)-4-amino-1-methylcyclohexan-1-ol NC1CCC(CC1)(O)C